bis-(3-aminopropyl)-ethylenediamine NCCCNCCNCCCN